FC1=CC=C(C=C1)N1N=CC2=C1C=C1C3(CNCC1(C2)C(=O)C2=NC=CC(=C2)C(F)(F)F)CC3 (1'-(4-fluorophenyl)-1',4',6',7'-tetrahydrospiro[cyclopropane-1,8'-pyrazolo[3,4-g]isoquinolin]-4a'(5'H)-yl)(4-(trifluoromethyl)pyridin-2-yl)methanone